5,5-difluoro-1-(1-(4-hydroxy-3-nitrophenyl)-2-methoxyethyl)tetrahydropyrimidin-2(1H)-one FC1(CNC(N(C1)C(COC)C1=CC(=C(C=C1)O)[N+](=O)[O-])=O)F